Methyl (2s,3s)-5-oxo-2,3-diphenyl-1,2,3,5-tetrahydroimidazo[1,2-a]pyridine-7-carboxylate O=C1C=C(C=C2N1[C@H]([C@@H](N2)C2=CC=CC=C2)C2=CC=CC=C2)C(=O)OC